N'-hydroxy-5-((1-(5-(trifluoromethyl)pyridin-2-yl)-1H-pyrazol-3-yl)amino)pyrazine-2-carboxamide ON1N(C=CC1NC=1N=CC(=NC1)C(=O)N)C1=NC=C(C=C1)C(F)(F)F